ClC=1C=NC(=C(C(=O)NC2CCC(CC2)CN2C(N(C3=C2C=CC=C3)C=3C=C2C=NC=NC2=CC3)=O)C1)C(F)F 5-chloro-2-(difluoromethyl)-N-((1r,4r)-4-((2-oxo-3-(quinazolin-6-yl)-2,3-dihydro-1H-benzo[d]imidazol-1-yl)methyl)cyclohexyl)nicotinamide